1-p-tolyl-1H-indole C1(=CC=C(C=C1)N1C=CC2=CC=CC=C12)C